methyl (S)-4-(1-aminoethyl)-2-methoxybenzoate N[C@@H](C)C1=CC(=C(C(=O)OC)C=C1)OC